1-(5-(3-amino-1H-pyrazol-4-yl)-6-fluoroindolin-1-yl)-3-(3-methoxyphenyl)propan-1-one NC1=NNC=C1C=1C=C2CCN(C2=CC1F)C(CCC1=CC(=CC=C1)OC)=O